di(4-methylbenzoyl peroxy)hexamethylene bis-carbonate C(OC(CCCCCOC([O-])=O)(OOC(C1=CC=C(C=C1)C)=O)OOC(C1=CC=C(C=C1)C)=O)([O-])=O